1-chloro-3-(5-(difluoromethyl)-1,3,4-thiadiazol-2-yl)-8-((2r,6s)-2-(hydroxymethyl)-6-methylmorpholinyl)-N-(3-methyloxetan-3-yl)imidazo[1,5-a]pyridine-6-sulfonamide ClC=1N=C(N2C1C(=CC(=C2)S(=O)(=O)NC2(COC2)C)N2C[C@@H](O[C@H](C2)C)CO)C=2SC(=NN2)C(F)F